C(C)(C)(C)C1=NC=C(C=N1)NC=1C(=C(C=CC1)[C@@]1(CC(N(C(N1)=N)C1CCC(CC1)(F)F)=O)C)Cl (6S)-6-{3-[(2-tert-Butyl-pyrimidin-5-yl)amino]-2-chloro-phenyl}-3-(4,4-difluoro-cyclohexyl)-2-imino-6-methyl-hexahydropyrimidin-4-one